tert-butyl (2R,5S)-4-(3,9-diethyl-8-(hydroxymethyl)-2-oxo-3,9-dihydro-2H-purin-6-yl)-2,5-dimethylpiperazine-1-carboxylate C(C)N1C(N=C(C=2N=C(N(C12)CC)CO)N1C[C@H](N(C[C@@H]1C)C(=O)OC(C)(C)C)C)=O